(S)-tert-butyl (1-(2-Acetamido-3-fluoro-6-nitrophenyl)pyrrolidin-2-yl)methylcarbamate C(C)(=O)NC1=C(C(=CC=C1F)[N+](=O)[O-])N1[C@@H](CCC1)CNC(OC(C)(C)C)=O